8-(4-(1-(2-hydroxyethoxy)cyclopropane-1-carbonyl)piperazin-1-yl)-N-(1-methylcyclopropyl)-3-(5-(trifluoromethyl)-1,3,4-thiadiazol-2-yl)imidazo[1,5-a]pyridine-6-sulfonamide OCCOC1(CC1)C(=O)N1CCN(CC1)C=1C=2N(C=C(C1)S(=O)(=O)NC1(CC1)C)C(=NC2)C=2SC(=NN2)C(F)(F)F